heptadecan-9-yl 2-methyl-11-((9Z,12Z)-octadeca-9,12-dien-1-yl)-6-oxo-7-oxa-2,5,11-triazanonadecan-19-oate CN(C)CCNC(OCCCN(CCCCCCCC(=O)OC(CCCCCCCC)CCCCCCCC)CCCCCCCC\C=C/C\C=C/CCCCC)=O